ClC1=NC(=CC(=C1)C(C1CCC(CC1)C(=O)NCCCO)(F)F)N1CCN(CC1)S(=O)(=O)C1=CC=C(C=C1)N1C(C[C@H](C1)N)=O 4-[[2-chloro-6-[4-[4-[(4R)-4-amino-2-oxo-pyrrolidin-1-yl]phenyl]sulfonylpiperazin-1-yl]-4-pyridyl]-difluoro-methyl]-N-(3-hydroxypropyl)cyclohexanecarboxamide